N1(CCCCC1)C(=O)C=1C=NN2C1C=CC=C2NC2=CC=C1CCNC(C1=C2)=O 7-[[3-(piperidine-1-carbonyl)pyrazolo[1,5-a]pyridin-7-yl]amino]-3,4-dihydro-2H-isoquinolin-1-one